2-[3-[2-[3-(4-amino-1-tert-butyl-pyrazolo[3,4-d]pyrimidin-3-yl)-5-cyclopropyl-isoxazol-4-yl]pyrimidin-5-yl]oxyazetidine-1-carbonyl]oxyacetic acid trifluoroacetate FC(C(=O)O)(F)F.NC1=C2C(=NC=N1)N(N=C2C2=NOC(=C2C2=NC=C(C=N2)OC2CN(C2)C(=O)OCC(=O)O)C2CC2)C(C)(C)C